CC1(CC2=C(C=C3N2CCN(C3=O)C=3C(=C(C=CC3)B(O)O)C)C1)C (3-(7,7-dimethyl-1-oxo-1,3,4,6,7,8-hexahydro-2H-cyclopenta[4,5]pyrrolo[1,2-a]pyrazin-2-yl)-2-methylphenyl)boronic Acid